1-n-hexadecyl-1,1,3,3,3-pentamethoxy-1,3-disilapropane C(CCCCCCCCCCCCCCC)[Si](C[Si](OC)(OC)OC)(OC)OC